C(CCCC)C1=C(C(=O)[O-])C=CC(=C1)C(=O)[O-] pentylterephthalat